C(C=C)(=O)N1[C@H](CN(CC1)C1=NC(=NC=2C[C@]3(CCC12)C=C(C1=CC=CC=C13)C(F)(F)F)OC[C@H]1N(CCC1)C)CC#N 2-((S)-1-acryloyl-4-((R)-2'-(((S)-1-methylpyrrolidin-2-yl)methoxy)-3-(trifluoromethyl)-5',8'-dihydro-6'H-spiro[indene-1,7'-quinazolin]-4'-yl)piperazin-2-yl)acetonitrile